tert-Butyl N-[3-methyl-5-[[2-(5-methyl-2-spiro[3.3]heptan-2-yl-1-piperidyl)-2-oxo-acetyl]amino]-2-pyridyl]carbamate CC=1C(=NC=C(C1)NC(C(=O)N1C(CCC(C1)C)C1CC2(C1)CCC2)=O)NC(OC(C)(C)C)=O